5-bromo-2-methyl-pyrazolo[3,4-c]pyridine BrC1=CC=2C(C=N1)=NN(C2)C